(5-(2,6-dichloropyrimidin-4-yl)-5-azaspiro[2.4]heptane-6-yl)methanol ClC1=NC(=CC(=N1)N1CC2(CC2)CC1CO)Cl